[Cl-].C(CCCCCCCCCCCCCCC)[N+](C)(C)C hexadecyl-trimethyl-ammonium chloride salt